ClC=1OC(=C(N1)N1C=CC=2C=CC=NC2C1=O)C1=CC=C(C=C1)C(F)(F)F 7-(2-chloro-5-(4-(trifluoromethyl)phenyl)oxazol-4-yl)-1,7-naphthyridin-8(7H)-one